C(#N)C1=CC=C2C(=CN(C2=C1)COCC[Si](C)(C)C)C1=NC(=NC=C1C(F)(F)F)N[C@@H]1CN(C[C@@H](C1)O)C(=O)OCC=C Allyl (3S,5R)-3-[[4-[6-cyano-1-(2-trimethylsilylethoxymethyl) indol-3-yl]-5-(trifluoromethyl)pyrimidin-2-yl]amino]-5-hydroxy-piperidine-1-carboxylate